FC=1C=C(C=CC1F)N1C2(CC2CC1=O)C1=NC2=C(N1[C@@H]1CC[C@H](CC1)OC)C=CC(=C2)C=2C(=NOC2C)C 2-(3,4-difluorophenyl)-1-(5-(3,5-dimethylisoxazol-4-yl)-1-((trans)-4-methoxycyclohexyl)-1H-benzo[d]imidazol-2-yl)-2-azabicyclo[3.1.0]hexane-3-one